FC1=C(C=C2C=CN(C(C2=C1)=O)CCC[C@H](C)NC=1C=NNC(C1C(F)(F)F)=O)C1=NC=C(C=N1)S(=O)(=O)C 7-fluoro-6-(5-methylsulfonylpyrimidin-2-yl)-2-[(4S)-4-[[6-oxo-5-(trifluoromethyl)-1H-pyridazin-4-yl]amino]pentyl]isoquinolin-1-one